Diethyl 1-[2-(3-fluoro-4-methylphenyl)-2-oxoethyl]-4-(pentafluoroethyl)-1H-pyrazole-3,5-dicarboxylate FC=1C=C(C=CC1C)C(CN1N=C(C(=C1C(=O)OCC)C(C(F)(F)F)(F)F)C(=O)OCC)=O